(butane-1,4-diylbis((3-(1,3-dioxoisoindolin-2-yl)-2-hydroxypropyl)azanediyl))bis(hexane-6,1-diyl) bis(2-hexyldecanoate) C(CCCCC)C(C(=O)OCCCCCCN(CCCCN(CC(CN1C(C2=CC=CC=C2C1=O)=O)O)CCCCCCOC(C(CCCCCCCC)CCCCCC)=O)CC(CN1C(C2=CC=CC=C2C1=O)=O)O)CCCCCCCC